4-(2-(3-(3-chloro-6-(4-chloro-1H-1,2,3-triazol-1-yl)-2-fluorophenyl)acryloyl)-1,2,3,4-tetrahydroisoquinoline-1-carboxamido)benzoic acid ClC=1C(=C(C(=CC1)N1N=NC(=C1)Cl)C=CC(=O)N1C(C2=CC=CC=C2CC1)C(=O)NC1=CC=C(C(=O)O)C=C1)F